N1(CCNCC1)C=1C=NNC1 4-PIPERAZIN-1-YL-1H-PYRAZOL